(5-chloro-4-(1-(2-hydroxy-2-methylpropyl)-1H-pyrazol-4-yl)pyrimidin-2-yl)amino-3-methylbenzenesulfonamide ClC=1C(=NC(=NC1)NC1=C(C=CC=C1C)S(=O)(=O)N)C=1C=NN(C1)CC(C)(C)O